4-[5-[(5-bromoimidazo[1,2-a]pyrazin-8-yl)amino]isoxazol-3-yl]piperidine-1-carboxylic acid tert-butyl ester C(C)(C)(C)OC(=O)N1CCC(CC1)C1=NOC(=C1)NC=1C=2N(C(=CN1)Br)C=CN2